2'-O,4'-C-methylene guanosine-3'-phosphorothioate P(O)(O)(=S)O[C@H]1[C@@H]2[C@@H](O[C@@]1(CO)CO2)N2C=NC=1C(=O)NC(N)=NC21